ClC1=CC(=NC=N1)[C@H]([C@H](O)C1=CC(=CC=C1)F)NC(OC(C)(C)C)=O tert-butyl (1R,2R)-1-(6-chloropyrimidin-4-yl)-2-(3-fluorophenyl)-2-hydroxyethylcarbamate